ClC=1C=CC=C(CN(C(=O)C=2C(=NNC2F)C(F)F)C2CC2)C1C(F)(F)F N-[5-chloro-6-(trifluoromethyl)benzyl]-N-cyclopropyl-3-(difluoromethyl)-5-fluoro-1H-pyrazole-4-carboxamide